O1N=[C-]OC1 1,4-dioxazolid